C1(CC1)N1[C@H]2[C@@](CCC1)(CCC2)COC=2N=C(C1=C(N2)C(=C(N=C1OC)C1=CC(=CC2=CC=C(C(=C12)C#C)F)O)F)N1CCOCCC1 4-(2-(((4aS,7aR)-1-cyclopropyloctahydro-4aH-cyclopenta[b]pyridin-4a-yl)methoxy)-8-fluoro-5-methoxy-4-(1,4-oxazepan-4-yl)pyrido[4,3-d]pyrimidin-7-yl)-5-ethynyl-6-fluoronaphthalen-2-ol